1,4-diisocyanatobutanone N(=C=O)CC(CCN=C=O)=O